4-chloro-2,3-dihydro-2-oxo-1,3-benzothiazol ClC1=CC=CC2=C1NC(S2)=O